S1C(=CC=C1)C1=CC=C(O1)CC(=O)O 2-(5-thiophen-2-ylfuran-2-yl)acetic acid